NC1=CC2=C(B(OC2C)O)C=C1 5-amino-3-methylbenzo[c][1,2]oxaborol-1(3H)-ol